FC1=C(CSC2=NN=C3N2C(=CC(N3)=O)CCC)C=C(C=C1)F 3-[(2,5-difluorobenzyl)sulfanyl]-5-propyl[1,2,4]triazolo[4,3-a]pyrimidin-7(8H)-one